2-(2,6-dioxopiperidin-3-yl)-4-((6-(4-(4-(5-(2-fluoro-6-methoxyphenyl)-1H-pyrazolo[4,3-d]pyrimidin-3-yl)phenyl)piperazin-1-yl)-6-oxohexyl)amino)isoindoline-1,3-dione O=C1NC(CCC1N1C(C2=CC=CC(=C2C1=O)NCCCCCC(=O)N1CCN(CC1)C1=CC=C(C=C1)C1=NNC2=C1N=C(N=C2)C2=C(C=CC=C2OC)F)=O)=O